2-methoxy-6-(3-methoxybenzyl)-4-methyl-4,6-dihydro-5H-thiazolo[5',4':4,5]Pyrrolo[2,3-d]Pyridazin-5-one COC=1SC2=C(N(C=3C(N(N=CC32)CC3=CC(=CC=C3)OC)=O)C)N1